(3S,4R)-4-(2-(2-chlorophenyl)-5,7-dihydroxy-4-oxo-4H-chromen-8-yl)-1-methylpiperidin-3-yl heptanoate C(CCCCCC)(=O)O[C@@H]1CN(CC[C@@H]1C=1C(=CC(=C2C(C=C(OC12)C1=C(C=CC=C1)Cl)=O)O)O)C